OC(=O)C(F)(F)F.C1(CCC1)CN(CCN1C2CC(CC1CC2)C=2C=C(C(=O)N)C=CC2)C(C(C)(C)S(=O)(=O)C)=O 3-endo-(8-{2-[cyclobutylmethyl-(2-methanesulfonyl-2-methyl-propionyl)amino]ethyl}-8-azabicyclo[3.2.1]oct-3-yl)-benzamide TFA salt